(2R,3S,5R,6S)-5-(2-(cyclopropylsulfonyl)pyrrolo[3,4-c]pyrazol-5(2H,4H,6H)-yl)-2-(2,5-difluorophenyl)-6-(trifluoromethyl)tetrahydro-2H-pyran-3-amine C1(CC1)S(=O)(=O)N1N=C2C(=C1)CN(C2)[C@@H]2C[C@@H]([C@H](O[C@@H]2C(F)(F)F)C2=C(C=CC(=C2)F)F)N